ClC(Cl)(Cl)Cl tetrachloromethane